C(C)(=O)OCCCCCCCCC NONANYL ACETATE